N-[[1-[(3-hydroxy-3-methylpiperidin-1-yl)methyl]cyclopentyl]methyl]-4,5,6,7,8,9-hexahydrocycloocta[b]thiophene-2-carboxamide OC1(CN(CCC1)CC1(CCCC1)CNC(=O)C1=CC2=C(S1)CCCCCC2)C